9-(R)-[2-(phosphonomethoxy)propyl]2,6-diaminopurine P(=O)(O)(O)COC(CN1C2=NC(=NC(=C2N=C1)N)N)C